C1(CC1)C=1C(=NC=CC1)C1=CC=C(C=C1)C1=CNC2=NC=C(C=C21)C=2C=CC1=C(CC[C@H](CC1)N1C3COCC1C3)C2 6-[(7S)-2-{3-[4-(3-Cyclopropylpyridin-2-yl)phenyl]-1H-pyrrolo[2,3-b]pyridin-5-yl}-6,7,8,9-tetrahydro-5H-benzo[7]annulen-7-yl]-3-oxa-6-azabicyclo[3.1.1]heptane